ClC=1C(=NC(=NC1)NC1CN(C(C1)=O)C)C1=CC=C2CN(C(C2=C1)=O)[C@@H](C(=O)N[C@H](CO)C1=CC(=CC=C1)C)C (2R)-2-(6-{5-chloro-2-[(1-methyl-5-oxopyrrolidin-3-yl)amino]pyrimidin-4-yl}-1-oxo-2,3-dihydro-1H-isoindol-2-yl)-N-[(1S)-2-hydroxy-1-(3-methylphenyl)ethyl]propanamide